[Pd].C1(=CC=CC=C1)C=CC(C=CC1=CC=CC=C1)=O.C1(=CC=CC=C1)C=CC(C=CC1=CC=CC=C1)=O.C1(=CC=CC=C1)C=CC(C=CC1=CC=CC=C1)=O tris(1,5-diphenylpenta-1,4-dien-3-one) palladium